CC1CC=C(C(/C=C/C(=C/C=C/C(=C/C=C/C=C(/C=C/C=C(/C=C/C2=C(CCCC2(C)C)C)\C)\C)/C)/C)C1(C)C)C 2-methyl-alpha-carotene